methyl (2S)-2-(2,6-dichloro-4-((((3-hydroxyphenyl)(methyl)phosphoryl)methyl)amino)benzamido)-3-(3-(methylsulfonyl)phenyl)propanoate ClC1=C(C(=O)N[C@H](C(=O)OC)CC2=CC(=CC=C2)S(=O)(=O)C)C(=CC(=C1)NCP(=O)(C)C1=CC(=CC=C1)O)Cl